2-[3-fluoro-4-(trifluoromethyl)phenoxy]-N-[(1S,4r)-4-{4-[(3S)-3-(trifluoromethoxy)pyrrolidine-1-carbonyl]-1H-pyrazol-1-yl}cyclohexyl]acetamide FC=1C=C(OCC(=O)NC2CCC(CC2)N2N=CC(=C2)C(=O)N2C[C@H](CC2)OC(F)(F)F)C=CC1C(F)(F)F